2-(Trimethylsilyl)ethyl [(3aS,4S,6aS)-3-(7,8-dihydrofuro[3,2-e][1,3]benzothiazol-2-yl)-2-oxooctahydrocyclopenta[d]imidazol-4-yl]carbamate N1=C(SC2=C1C1=C(C=C2)OCC1)N1C(N[C@@H]2[C@H]1[C@H](CC2)NC(OCC[Si](C)(C)C)=O)=O